5-((2S,5R)-4-((7-Ethyl-6-oxo-5H-1,5-naphthyridin-3-yl)methyl)-2,5-dimethylpiperazine-1-yl)-N-methylpyridine-2-carboxamide C(C)C=1C(NC=2C=C(C=NC2C1)CN1C[C@@H](N(C[C@H]1C)C=1C=CC(=NC1)C(=O)NC)C)=O